FC1=CC=C(C=C1)C1=C(NC(=N1)C(F)(F)F)C(=O)NC=1C=CC(=C(C1)NC(C1=CN=CC=C1)=O)C N-(5-{[5-(4-Fluoro-phenyl)-2-trifluoromethyl-3H-imidazole-4-carbonyl]-amino}-2-methyl-phenyl)-nicotinamide